3-(2,5-dihydro-1H-pyrrol-1-yl)-5-((trimethylsilyl)ethynyl)pyridine N1(CC=CC1)C=1C=NC=C(C1)C#C[Si](C)(C)C